hydroxy-3-phenoxybenzyl-acetonitrile OC(C#N)CC1=CC(=CC=C1)OC1=CC=CC=C1